2,6-Dimethyloct-7-en-2-yl-(E)-3-(4-methoxyphenyl)acrylat CC(C)(CCCC(C=C)C)OC(\C=C\C1=CC=C(C=C1)OC)=O